10-Dodecatetraene CC/C=C/C=C/C=C/C/C=C/C